FC1=CC=C(C=C1)C1=NOC(=C1COC1=CC=C(N=N1)N1CCNCC1)C 4-[6-((3-(4-fluorophenyl)-5-methylisoxazol-4-yl)methoxy)pyridazin-3-yl]piperazine